[Cl-].C(C=C)N1C=[N+](C=C1)CCCC 1-allyl-3-butylimidazolium chloride